1-[(5-Nitrofuran-2-yl)methyl]-4-[4-nitro-2-(trifluoromethyl)phenyl]piperazine [N+](=O)([O-])C1=CC=C(O1)CN1CCN(CC1)C1=C(C=C(C=C1)[N+](=O)[O-])C(F)(F)F